Cl.COC([C@@H](N)COC)=O L-O-Methylserine Methyl Ester Hydrochloride